(+/-)-N-(3,5-difluoro-4-{[3-(propan-2-yl)-1-{[2-(trimethylsilyl)ethoxy]methyl}-1H-pyrrolo[2,3-b]pyridin-4-yl]oxy}phenyl)-2,7-dioxa-9-azaspiro[4.5]dec-8-en-8-amine FC=1C=C(C=C(C1OC1=C2C(=NC=C1)N(C=C2C(C)C)COCC[Si](C)(C)C)F)NC=2OC[C@]1(CCOC1)CN2 |r|